BrC1=C(C=2C(C=N1)=NN(C2)COCC[Si](C)(C)C)C 5-bromo-4-methyl-2-((2-(trimethylsilyl)ethoxy)methyl)-2H-pyrazolo[3,4-c]pyridine